(3-chloro-4-fluorophenyl)-4-fluoro-3,5-dimethylbenzenesulfonamide ClC=1C=C(C=CC1F)C1=C(C=C(C(=C1C)F)C)S(=O)(=O)N